C(=C)C1=CC=C(C=C1)S(=O)(=O)O.O1CC(C1)CNC(C1=CC(=CC=C1)[C@@H](C)N1C=NC2=CC(=CC=C2C1=O)C=1C=NNC1C(F)(F)F)=O (R)-N-(oxetan-3-ylmethyl)-3-(1-(4-oxo-7-(5-(trifluoromethyl)-1H-pyrazol-4-yl)quinazolin-3(4H)-yl)ethyl)benzamide 4-vinylbenzensulfonat